3-fluoro-1-phenyl-2-(p-tolyl)-1H-pyrrole FC1=C(N(C=C1)C1=CC=CC=C1)C1=CC=C(C=C1)C